4-(2,6-Dimethoxyphenyl)-5-(4-methylpyridin-2-yl)-N-((pyrimidin-2-ylmethyl)sulfonyl)-4H-1,2,4-triazole-3-carboxamide COC1=C(C(=CC=C1)OC)N1C(=NN=C1C1=NC=CC(=C1)C)C(=O)NS(=O)(=O)CC1=NC=CC=N1